ClC1=CC=C2C(=C(NC2=C1Cl)C1=NNC(=N1)CC(=O)OC)C=1C=NNC1 methyl 2-(3-(6,7-dichloro-3-(1H-pyrazol-4-yl)-1H-indol-2-yl)-1H-1,2,4-triazol-5-yl)acetate